[C@H]12OC[C@H](N(C1)C1CCN(CC1)C1=NC(=C(C=C1)NC1=NC=NC(=C1)N1OCC[C@@H]1C1=CC(=CC(=C1)F)F)OC)C2 2-(4-((1R,4R)-2-oxa-5-azabicyclo[2.2.1]heptan-5-yl)piperidin-1-yl)-5-((6-((R)-3-(3,5-difluorophenyl)isoxazolidin-2-yl)pyrimidin-4-yl)amino)-6-methoxypyridin